1,3-bis(4-methylaminobenzyl)acetone CNC1=CC=C(CCC(=O)CCC2=CC=C(C=C2)NC)C=C1